(2S,6R)-2-(1-cyclopropylpyrazol-4-yl)-6-methyl-morpholin C1(CC1)N1N=CC(=C1)[C@H]1CNC[C@H](O1)C